3-(7-azaspiro[3.5]nonan-2-yl)-6-[3-[[ethyl(methyl)sulfamoyl]amino]-2,6-difluoro-benzoyl]-4-oxo-quinazoline C1C(CC12CCNCC2)N2C=NC1=CC=C(C=C1C2=O)C(C2=C(C(=CC=C2F)NS(N(C)CC)(=O)=O)F)=O